N1=CC=C(C=C1)CCN 2-(pyridin-4-yl)ethane-1-amine